N2-cyclopropylpyridine-2,5-diamine C1(CC1)NC1=NC=C(C=C1)N